dichloro(1,1'-bis(diphenylphosphino)-ferrocene) dipalladium (II) [Pd+2].[Pd+2].ClC1=C([C-](C=C1)P(C1=CC=CC=C1)C1=CC=CC=C1)Cl.[C-]1(C=CC=C1)P(C1=CC=CC=C1)C1=CC=CC=C1.[Fe+2]